bis[(hydroxy-hydroxymethyl-dimethylphenyl)methyl]cyclohexylphenol OC=1C(=C(C(=C(C1)CC1=C(C(=C(C=C1)O)C1CCCCC1)CC1=C(C(=C(C(=C1)O)CO)C)C)C)C)CO